P(OC=C=C)([O-])([O-])=S allenyl phosphorothioate